(benzyloxy)-6-fluorobenzaldehyde C(C1=CC=CC=C1)OC1=C(C=O)C(=CC=C1)F